(R)-(5-fluoro-2-(2-methoxy-7-methylquinoxalin-5-yl)-7,8-dihydrobenzofuro[5,4-d]thiazol-7-yl)methyl (4-(dimethylcarbamoyl)phenyl)carbamate CN(C(=O)C1=CC=C(C=C1)NC(OC[C@@H]1OC2=C(C1)C1=C(N=C(S1)C1=C3N=CC(=NC3=CC(=C1)C)OC)C=C2F)=O)C